C(C)(C)(C)OOC1(CC(CC(C1)C)(C)C)OOC(C)(C)C 1,1-bis-(t-butylperoxy)-3,3,5-trimethyl-cyclohexane